C1(CC1)CS(=O)(=O)C1=CC=C(C=C1)C(C(=O)N)C (4-((cyclopropylmethyl)sulfonyl)phenyl)propanamide